2-(3,4-difluorophenyl)-N-(7-methoxy-9H-pyrido[3,4-b]indol-1-yl)acetamide FC=1C=C(C=CC1F)CC(=O)NC1=NC=CC2=C1NC1=CC(=CC=C21)OC